OCCNC(=O)[C@H](C(C)(C)C)NC(=O)C=1C=2C[C@@H]3[C@H](C2N(N1)C1=NC=CN=C1)C3 (1aR,5aR)-2-Pyrazin-2-yl-1a,2,5,5a-tetrahydro-1H-2,3-diaza-cyclopropa[a]pentalene-4-carboxylic acid [(S)-1-(2-hydroxy-ethylcarbamoyl)-2,2-dimethyl-propyl]-amide